benzyl (5S,8S,10aR)-5-((tert-butoxycarbonyl)amino)-8-(((R)-chroman-4-yl)carbamoyl)-6-oxooctahydropyrrolo[1,2-a][1,5]diazocine-3(4H)-carboxylate C(C)(C)(C)OC(=O)N[C@H]1CN(CC[C@@H]2N(C1=O)[C@@H](CC2)C(N[C@@H]2CCOC1=CC=CC=C21)=O)C(=O)OCC2=CC=CC=C2